(4-((S)-2-(2,3-difluorophenyl)propyl)-6-(((R)-1-hydroxy-4-methylpent-2-yl)amino)-1,3,5-triazin-2-yl)methanesulfonamide FC1=C(C=CC=C1F)[C@H](CC1=NC(=NC(=N1)N[C@@H](CO)CC(C)C)CS(=O)(=O)N)C